(R)-methyl 2-aminopent-4-enoate N[C@@H](C(=O)OC)CC=C